C(CCCCCCC)C(CCCCCCCC)OC(CCCCCCCOC(=O)[C@H]1N(C[C@@H](C1)OC(CCN(C)C)=O)CCCCCC(OCCCCCCCCCCC)=O)=O (2s,4r)-4-[3-(dimethylamino)propionyloxy]-1-(6-oxo-6-undecoxy-hexyl)pyrrolidine-2-carboxylic acid [8-(1-octylnonyloxy)-8-oxo-octyl] ester